4,4'-bis[4-(carbazolyl)styryl]octafluorobiphenyl C1(=CC=CC=2C3=CC=CC=C3NC12)C1=CC=C(C=CC2=C(C(=C(C(=C2F)F)C2=C(C(=C(C(=C2F)F)C=CC2=CC=C(C=C2)C2=CC=CC=3C4=CC=CC=C4NC23)F)F)F)F)C=C1